C1=CC2=C(C=CC(=C2C(=O)O)O)C=C1O 2,6-dihydroxynaphthoic acid